(E)-3-(3-(2-cyclopropyl-6-(trifluoromethyl)pyridin-4-yl)-1H-1,2,4-triazol-1-yl)-2-(Pyrimidin-5-yl)acrylamide C1(CC1)C1=NC(=CC(=C1)C1=NN(C=N1)/C=C(/C(=O)N)\C=1C=NC=NC1)C(F)(F)F